NCCCOCCOCCCN 1,2-bis(3-aminopropyloxy)ethane